3,5-bis(trifluoromethyl)phenyl-dimethylchlorosilane methyl-4-chloro-5-(2-oxo-3-(3,4,5-trifluorobenzyl)pyrrolidin-1-yl)-1H-pyrrole-2-carboxylate COC(=O)C=1NC(=C(C1)Cl)N1C(C(CC1)CC1=CC(=C(C(=C1)F)F)F)=O.FC(C=1C=C(C=C(C1)C(F)(F)F)[Si](Cl)(C)C)(F)F